3,4-diacetylaniline C(C)(=O)C=1C=C(N)C=CC1C(C)=O